(1r,3r)-1-(3-bromophenyl)-3-hydroxycyclobutanecarboxylic acid methyl ester COC(=O)C1(CC(C1)O)C1=CC(=CC=C1)Br